(5-(4-(4-cyanophenyl)piperidine-1-carbonyl)-2-cyclopropyl-4-methylphenyl)-6,7-dihydro-3H-imidazo[4,5-c]Pyridine-5(4H)-carboxylic acid methyl ester COC(=O)N1CC2=C(CC1)N=C(N2)C2=C(C=C(C(=C2)C(=O)N2CCC(CC2)C2=CC=C(C=C2)C#N)C)C2CC2